COC=1C=C(C=CC1OC)S(=O)(=O)C=1C=NC2=CC=C(C=C2C1N(CC)CC)OC(F)(F)F 3-((3,4-dimethoxyphenyl)sulfonyl)-N,N-diethyl-6-(trifluoromethoxy)quinolin-4-amine